C(C)OC(CC(C1=CC2=C(N(N=N2)C)C(=C1)OC)C1=C2CCN(CC2=CC=C1)C(C1=C(C=C(C=C1)OCC)Cl)=O)=O (l)-3-[2-(2-chloro-4-ethoxybenzoyl)-1,2,3,4-tetrahydroisoquinolin-5-yl]-3-(7-methoxy-1-methyl-1H-benzo[d][1,2,3]triazol-5-yl)propionic acid ethyl ester